C1(=C(C(=CC(=C1)C)C)[2H])C mesitylene-d